C(C)C1=NC2=C(N1)C=CC=C2C2=CC=C(C=C2)C=2CCCCC2 2-Ethyl-4-(2',3',4',5'-tetrahydro-[1,1'-biphenyl]-4-yl)-1H-benzo[d]imidazole